butylnon-4-enoic acid C(CCC)C(C(=O)O)CC=CCCCC